C(C=C)(=O)N1[C@H](CN(CC1)C=1C2=C(N=C(N1)C(=O)N1CCN(CC1)C)CN(CC2)C2=CC=CC1=CC=CC(=C21)C)CC#N (S)-2-(1-acryloyl-4-(7-(8-methylnaphthalen-1-yl)-2-(4-methylpiperazine-1-carbonyl)-5,6,7,8-tetrahydropyrido[3,4-d]pyrimidin-4-yl)piperazin-2-yl)acetonitrile